C(C)(C)(C)OC(N(C)CC1OCC(C2=CC=CC=C12)O)=O (4-hydroxyisochroman-1-yl)methyl-(methyl)carbamic acid tert-butyl ester